CN(C)[P+](N(C)C)(N(C)C)N(C)C.[Hf+4] hafnium tetra(dimethylamino)phosphonium